C(=O)C1=CC=C(C=C1)N(C1=CC=C(C=C1)C=O)C1=CC=C(C=C1)C=O tris(4-formylphenyl)-amine